1-((S)-1-(3,4-difluorophenyl)ethyl)-4-oxo-6-((1R,2R)-2-(pyrimidin-2-yl)cyclobutyl)-4,5-dihydro-1H-pyrazolo[3,4-d]pyrimidine-3-carbonitrile FC=1C=C(C=CC1F)[C@H](C)N1N=C(C2=C1N=C(NC2=O)[C@H]2[C@@H](CC2)C2=NC=CC=N2)C#N